(6-methoxy-2-methyl-4-((1-(4-(1,2,3,4-tetrahydroisoquinolin-8-yl)thiophen-2-yl)ethyl)amino)quinazoline-7-yl)(morpholino)methanone COC=1C=C2C(=NC(=NC2=CC1C(=O)N1CCOCC1)C)NC(C)C=1SC=C(C1)C=1C=CC=C2CCNCC12